(S)-N-methylphenylalanine CN[C@@H](CC1=CC=CC=C1)C(=O)O